[O-]S(=O)(=O)C(F)(F)F.C[NH+]1CC(CC1)CC 1-Methyl-3-ethylpyrrolidinium triflat